trifluoropropyltris(dimethylsiloxy)silane tert-butyl-(2R,4S)-4-((5-bromothiazolo[5,4-d]thiazol-2-yl)(methyl)amino)-2-(((tert-butyldimethylsilyl)oxy)methyl)piperidine-1-carboxylate C(C)(C)(C)OC(=O)N1[C@H](C[C@H](CC1)N(C)C=1SC=2N=C(SC2N1)Br)CO[Si](C)(C)C(C)(C)C.FC(CC[Si](O[SiH](C)C)(O[SiH](C)C)O[SiH](C)C)(F)F